C1(=CC=CC=C1)C(C)(C)C=1NC(C2=C(N1)CCNC2)=O 2-(2-phenylpropan-2-yl)-5,6,7,8-tetrahydropyrido[4,3-d]pyrimidin-4(3H)-one